2-chloro-3-(5-methoxy-3-methyl-2-nitrophenyl)-3-oxopropanoic acid ethyl ester C(C)OC(C(C(=O)C1=C(C(=CC(=C1)OC)C)[N+](=O)[O-])Cl)=O